(R)-N-(1-(3-chlorophenyl)-3-hydroxypropyl)-4-(5-methyl-2-((1-methyl-1H-pyrazol-5-yl)amino)pyrimidin-4-yl)oxazole-2-carboxamide ClC=1C=C(C=CC1)[C@@H](CCO)NC(=O)C=1OC=C(N1)C1=NC(=NC=C1C)NC1=CC=NN1C